3-chloropropene-d ClCC=C[2H]